CN1C[C@@](C[C@@H]2C=3C=CC=C4NC=C(C[C@@H]12)C34)(C(=O)OCC3=CC=CC=C3)CCN 6-methyl-8β-carbobenzyloxy-aminoethyl-10a-ergoline